CC1=C(CN2C=3N(C(C4=C2C=CN=C4)=O)CCN3)C=CC=C1 10-(2-methylbenzyl)-2,3-dihydroimidazo[1,2-a]pyrido[4,3-d]pyrimidin-5(10H)-one